FC(S(=O)(=O)OC1=C(C(=C(C=C1C1=C(C=C(C=C1)C1=CCC(CC1)CCC)F)F)C(F)(F)F)F)(F)F [2,4-difluoro-6-[2-fluoro-4-(4-propylcyclohexen-1-yl) phenyl]-3-(trifluoromethyl) phenyl] trifluoromethanesulfonate